NC1=C(C(=O)N2CCC(CC2)C2=NNC3=NC=C(C=C32)C(=O)OC)C=CC(=C1)OC(F)(F)F Methyl 3-{1-[2-Amino-4-(trifluoromethoxy)benzoyl]piperidin-4-yl}-1H-pyrazolo[3,4-b]pyridine-5-carboxylate